2,4-Dibromo-3-chloro-6-phenoxyphenazin-1-ol BrC1=C(C2=NC3=CC=CC(=C3N=C2C(=C1Cl)Br)OC1=CC=CC=C1)O